C1(CC1)[C@]1(C(N(C[C@H]1C)C=1C=2N(N=CC1)C=C(C2)C2=NC=C(C=C2)OC)=O)C#N (3R,4S)-3-cyclopropyl-1-[6-(5-methoxypyridin-2-yl)pyrrolo[1,2-b]pyridazin-4-yl]-4-methyl-2-oxopyrrolidine-3-carbonitrile